O=C(CCC(=O)OC)CC methyl 4-oxohexanoate